(S)-2-Imino-3,6-dimethyl-6-(8-(prop-1-yn-1-yl)benzo[4,5]imidazo[1,2-a]pyridin-2-yl)tetrahydropyrimidin-4(1H)-one N=C1N[C@@](CC(N1C)=O)(C=1C=CC=2N(C1)C1=C(N2)C=CC(=C1)C#CC)C